2-(pyridin-2-yl)-6-(pyridin-4-ylmethyl)-4,5,6,7-tetrahydro-2H-pyrazolo[3,4-c]pyridin-3-ol N1=C(C=CC=C1)N1N=C2CN(CCC2=C1O)CC1=CC=NC=C1